CC1=C(C=CC(=C1)C)C(C)=NO 1-(2,4-dimethylphenyl)-ethanone oxime